2-Chloro-N-{2-[4-(difluoromethyl)-1,3-thiazol-5-yl]-2-[4-(pyrimidin-2-yloxy)piperidin-1-yl]ethyl}-6-fluorobenzamid ClC1=C(C(=O)NCC(N2CCC(CC2)OC2=NC=CC=N2)C2=C(N=CS2)C(F)F)C(=CC=C1)F